(methyl-d3)propan-1,1,2-d3-2-amine C([2H])([2H])([2H])C(C(C)(N)[2H])([2H])[2H]